5-(3-hydroxycyclobutyl)-6-methoxynicotinic acid methyl ester COC(C1=CN=C(C(=C1)C1CC(C1)O)OC)=O